N1=CC=C2N1C[C@H]1C[C@]3(CCCN3[C@H]12)CO ((3bR,7aR,8aR)-6,7,8,8a-tetrahydro-5H,9H-pyrazolo-[1',5':1,5]pyrrolo[3,4-b]-pyrrolizin-7a(3bH)-yl)methanol